ClC1=C(C=C(C=C1)NC(=O)NC1=CC=C(C=C1)OC1=CC2=C(N=C(N=C2)NC)N2C1=NCC2)C(F)(F)F 1-(4-chloro-3-(trifluoromethyl)phenyl)-3-(4-((2-(methylamino)-8,9-dihydroimidazo[1',2':1,6]pyrido[2,3-d]pyrimidin-6-yl)oxy)phenyl)urea